BrC1=C(C=C(C=C1)C1=NOC(=N1)C)F 3-(4-bromo-3-fluorophenyl)-5-methyl-1,2,4-oxadiazole